BrC1=CC=C(C(=C1C(=O)OC)F)C=O methyl 6-bromo-2-fluoro-3-formylbenzoate